P(=O)(OCCCOP(=O)(OCCCl)OCCCl)(OCCCl)OCCCl propanediyl tetrakis(2-chloroethyl) bis(phosphate)